NC(CCC(=O)OC(C)(C)C)C(=O)N tert-Butyl 4,5-diamino-5-oxopentanoate